OC=1C=C(C2=CC=CC=C2C1)C=1OC2=C(N1)C=CC(=C2)C2CN(C2)C(C=C)=O 1-(3-(2-(3-hydroxynaphthalen-1-yl)benzo[d]oxazol-6-yl)azetidin-1-yl)prop-2-en-1-one